(Z)-7-(5-(2,4-dimethoxybenzylidene)-2,4-dioxathiazolidin-3-yl)-N-hydroxyheptanamide COC1=C(\C=C/2\ON(OS2)CCCCCCC(=O)NO)C=CC(=C1)OC